C(C)OC(=O)C=1OC2=C(C1C)C=C(C=C2)S(NC2=CC1=CC=CC=C1C=C2)(=O)=O 3-methyl-5-(N-(naphthalen-2-yl)sulfamoyl)benzofuran-2-carboxylic acid ethyl ester